dioxo-1,2,3,4-tetrahydropyrimidine-5-carboxamide O=C1NC(NC=C1C(=O)N)=O